C(CCC)NC(NC1=CC=C(C=C1)C1=C2C(=NC(=C1)NC(=O)C1CC1)NC=C2)=S N-(4-(4-(3-butylthioureido)phenyl)-1H-pyrrolo[2,3-b]pyridin-6-yl)cyclopropylcarboxamide